N[C@H](C(=O)N[C@H](CCC(=O)OC)C(=O)OC(C)(C)C)C(C)(C)C 1-(tert-butyl) 5-methyl ((S)-2-amino-3,3-dimethylbutanoyl)-D-glutamate